C1(CC1)C(=O)NC1=NC=CC(=C1)C1=CNC2=C(C=CC=C12)NC(C1=CN=C(C=C1)C)=O N-(3-(2-(Cyclopropancarboxamido)pyridin-4-yl)-1H-indol-7-yl)-6-methylnicotinamid